4-oxo-trifluoromethyl-aniline Nickel [Ni].O=C1CC=C(NC(F)(F)F)C=C1